2-(4-chlorophenyl)benzo[de]chromene ClC1=CC=C(C=C1)C=1OC2=CC=CC=3C2=C(C1)C=CC3